1-(4-chloro-2-fluorophenyl)-4-(isoquinolin-5-yloxymethyl)piperidin-4-ol ClC1=CC(=C(C=C1)N1CCC(CC1)(O)COC1=C2C=CN=CC2=CC=C1)F